1-(7-aminospiro[3.5]nonan-2-yl)-3-benzoyl-5-methyl-pyrimidine-2,4-dione NC1CCC2(CC(C2)N2C(N(C(C(=C2)C)=O)C(C2=CC=CC=C2)=O)=O)CC1